C(C(C)=C)NC(ON1C(CCC2=CC=C(C=C12)CCN1CCN(CC1)C1=CC(=CC2=C1C=CS2)F)=O)=O (7-(2-(4-(6-fluorobenzothiophen-4-yl) piperazin-1-yl) ethyl)-2-oxo-3,4-dihydroquinolin-1(2H)-yl) methallylcarbamate